methyl (5-fluoro-2-((4-(7-((2-oxo-2,3-dihydro-1H-benzo[d]imidazol-5-yl)methyl)-2,7-diazaspiro[4.4]nonan-2-yl)pyrimidin-5-yl)oxy)phenyl)(isopropyl)carbamate FC=1C=CC(=C(C1)N(C(OC)=O)C(C)C)OC=1C(=NC=NC1)N1CC2(CC1)CN(CC2)CC2=CC1=C(NC(N1)=O)C=C2